COC=1C=C(C=CC1OC)/C=C/C(C(=O)NC12C(OC3=C1C=CC(=C3)C(C)C)(C3=CC=CC=C3C2=O)O)=O (E)-4-(3,4-dimethoxyphenyl)-N-(4b-hydroxy-7-isopropyl-10-oxo-4b,10-dihydro-9bH-indeno[1,2-b]benzofuran-9b-yl)-2-oxobut-3-enamide